(1s,4s)-4-((5-(imidazo[1,2-a]pyrimidin-6-yl)-4-(methoxy-d3)-7H-pyrrolo[2,3-d]pyrimidin-2-yl)amino)-1-methylcyclohexan-1-ol N=1C=CN2C1N=CC(=C2)C2=CNC=1N=C(N=C(C12)OC([2H])([2H])[2H])NC1CCC(CC1)(O)C